((S)-1-(((S)-4-(ethylamino)-3,4-dioxo-1-((S)-2-oxopyrrolidin-3-yl)butan-2-yl)amino)-1-oxo-3-phenylpropane-2-yl)carbamic acid 1-(3-chlorophenyl)-1,1-difluoro-3-methylbutan-2-yl ester ClC=1C=C(C=CC1)C(C(C(C)C)OC(N[C@H](C(=O)N[C@@H](C[C@H]1C(NCC1)=O)C(C(=O)NCC)=O)CC1=CC=CC=C1)=O)(F)F